BrC=1C=CC(=NC1)N1CC2(C1)CCN(CC2)C(=O)OC(C)(C)C tert-butyl 2-(5-bromo-2-pyridyl)-2,7-diazaspiro[3.5]nonane-7-carboxylate